(R)-N-[(5-{2-[(3,4-dimethoxyphenyl)methoxy]-6-methylphenyl}-2-methylthiophen-3-yl)methylidene]-2-methylpropane-2-sulfinamide COC=1C=C(C=CC1OC)COC1=C(C(=CC=C1)C)C1=CC(=C(S1)C)C=N[S@](=O)C(C)(C)C